COC(C1=C(C(=C(C(=C1)Cl)NC(C)=O)Cl)OC)=O 4-(acetamido)-3,5-dichloro-2-methoxybenzoic acid methyl ester